C(C)(C)(C)OC(=O)NCC1=CC=C(C=C1)NC(=O)C1=CC2=C(OCCC3=C2SC=C3)C=C1C=1C(=NC(=CC1)C(NC(CC)CC)=O)C(=O)OC methyl 3-(9-((4-(((tert-butoxycarbonyl)amino)methyl)phenyl)carbamoyl)-4,5-dihydrobenzo[b]thieno[2,3-d]oxepin-8-yl)-6-(pentan-3-ylcarbamoyl)picolinate